NC1=NC=CC=C1C1=NC=2C(=NC(=CC2)C2=CC=CC=C2)N1C1=CC=C(C=C1)C1CN(C1)CC1=CC(=C(C(=O)OC)C=C1)OC methyl 4-[[3-[4-[2-(2-amino-3-pyridyl)-5-phenyl-imidazo[4,5-b]pyridin-3-yl]phenyl]azetidin-1-yl]methyl]-2-methoxy-benzoate